[N+](=O)([O-])[N-][N+](=O)[O-] bis-nitroamide